C(#N)C1=CC(=NC=C1)CNC(OC(C)(C)C)=O t-Butyl ((4-cyanopyridin-2-yl)methyl)carbamate